(R)-1-(5-chloro-3-fluoropyridin-2-yl)-4-(4-chlorobenzyl)-3-((1r,3R)-3-hydroxycyclobutyl)piperazine-2,5-dione ClC=1C=C(C(=NC1)N1C([C@H](N(C(C1)=O)CC1=CC=C(C=C1)Cl)C1CC(C1)O)=O)F